(3S)-1-{2-[5-chloro-2-(difluoromethoxy)phenyl]ethyl}-3-[(4-methylsulfonylphenoxy)methyl]piperazine ClC=1C=CC(=C(C1)CCN1C[C@H](NCC1)COC1=CC=C(C=C1)S(=O)(=O)C)OC(F)F